tert-Butyl ((S)-3-(((R*)-1-(3-chloro-6-pivalamidopyridazin-4-yl)-3-methoxypropyl)amino)-1,1,1-trifluoropropan-2-yl)carbamate ClC=1N=NC(=CC1[C@@H](CCOC)NC[C@@H](C(F)(F)F)NC(OC(C)(C)C)=O)NC(C(C)(C)C)=O |o1:7|